4-[3-(4-bromo-3-methyl-phenoxy)propyl]-1-(2,2-diethoxyethyl)piperidine BrC1=C(C=C(OCCCC2CCN(CC2)CC(OCC)OCC)C=C1)C